[Si](C)(C)(C(C)(C)C)OCCCC1(CCC2(OCCO2)CC1)C(=O)O[Si](C)(C)C(C)(C)C [tert-butyl(dimethyl)silyl] 8-[3-[tert-butyl(dimethyl)silyl]oxypropyl]-1,4-dioxaspiro[4.5]decane-8-carboxylate